2,5-dimethylhexyne CC(C)C#CC(C)C